(S)-4-(7-bromo-8-fluoro-2-(((2R,7aS)-2-fluorotetrahydro-1H-pyrrolizin-7a(5H)-yl)methoxy)quinazolin-4-yl)-1,4-oxazepan-6-ol BrC1=CC=C2C(=NC(=NC2=C1F)OC[C@]12CCCN2C[C@@H](C1)F)N1CCOC[C@H](C1)O